N-benzyl-6-bromo-3-iodoimidazo[1,2-a]pyrazin-8-amine C(C1=CC=CC=C1)NC=1C=2N(C=C(N1)Br)C(=CN2)I